4-(2-oxo-2-((2-(trifluoromethyl)-[1,1'-biphenyl]-4-yl)amino)ethyl)pyrrolidine-2-carboxylic acid O=C(CC1CC(NC1)C(=O)O)NC1=CC(=C(C=C1)C1=CC=CC=C1)C(F)(F)F